10,10'-(1,4-phenylene)bis[10H-phenothiazine] C1(=CC=C(C=C1)N1C2=CC=CC=C2SC=2C=CC=CC12)N1C2=CC=CC=C2SC=2C=CC=CC12